2-Pyridylthioketone N1=C(C=CC=C1)C(=S)C1=NC=CC=C1